6-cyclopropyl-N-[5-(2,2-difluoroethyl)-4-methoxy-pyrimidin-2-yl]-1H-indole-3-sulfonamide C1(CC1)C1=CC=C2C(=CNC2=C1)S(=O)(=O)NC1=NC=C(C(=N1)OC)CC(F)F